tert-Butyl N-(3-methoxy-2-methyl-anilino)carbamate COC=1C(=C(NNC(OC(C)(C)C)=O)C=CC1)C